3-(8-(1,4,6-trimethyl-2-oxo-1,2-dihydropyridin-3-yl)imidazo[1,2-a]pyridin-5-yl)propionic acid CN1C(C(=C(C=C1C)C)C=1C=2N(C(=CC1)CCC(=O)O)C=CN2)=O